CC1(C=CC(C=C1)=O)NS(=O)(=O)C N-(1-methyl-4-oxocyclohexane-2,5-diene-1-yl)methanesulfonamide